7-fluoro-3-methyl-1,2-benzoxazole-6-carboxylic acid FC1=C(C=CC=2C(=NOC21)C)C(=O)O